C(CCC)[Mg]CCCC diButyl-magnesium